[(3R)-3-methylpiperazin-1-yl]pyrido[1,2-a]pyrimidin-4-one C[C@@H]1CN(CCN1)C=1N=C2N(C(C1)=O)C=CC=C2